5-methyl-nicotinamide CC=1C=NC=C(C(=O)N)C1